methyl (S,E)-2-((1-phenylethyl)imino)acetate C1(=CC=CC=C1)[C@H](C)\N=C\C(=O)OC